COC1=CC=C(CN2CCN(CC2)C2=CC=C(C=N2)C2=NC(=CC(=N2)NC2=NNC(=C2)C)C)C=C1 2-(6-(4-(4-methoxybenzyl)piperazin-1-yl)pyridin-3-yl)-6-methyl-N-(5-methyl-1H-pyrazol-3-yl)pyrimidin-4-amine